N1=CC=C(C2=CC=CC=C12)C1=CNC2=C1C=1N(C(=N2)N2CCC3(CC2)[C@@H](C2=CC=CC=C2C3)N)C=CN1 (S)-1'-(9-(quinolin-4-yl)-7H-imidazo[1,2-c]pyrrolo[3,2-e]pyrimidin-5-yl)-1,3-dihydrospiro[inden-2,4'-piperidin]-1-amine